(S)-N-((S)-3-chloro-5,6,7,8-tetrahydroisoquinolin-5-yl)-2-methylpropane-2-sulfinamide ClC=1N=CC=2CCC[C@@H](C2C1)N[S@@](=O)C(C)(C)C